(S)-2-(5-bromothiophen-2-yl)-1-(4-((5R,7R)-7-hydroxy-5-methyl-6,7-dihydro-5H-cyclopenta[d]pyrimidin-4-yl)piperazin-1-yl)-3-(tetrahydro-2H-pyran-4-ylamino)propan-1-one BrC1=CC=C(S1)[C@H](C(=O)N1CCN(CC1)C=1C2=C(N=CN1)[C@@H](C[C@H]2C)O)CNC2CCOCC2